FC(C1=NN=C(S1)C1=NC(=C2N1C=C(C=C2N2CCN(CC2)C(=O)N(C)C)S(NC2(CC2)CF)(=O)=O)F)F 4-(3-(5-(difluoromethyl)-1,3,4-thiadiazol-2-yl)-1-fluoro-6-(N-(1-(fluoromethyl)cyclopropyl)sulfamoyl)imidazo[1,5-a]pyridin-8-yl)-N,N-dimethylpiperazine-1-carboxamide